FC1=CC(=CC=2N(CCCOC21)[C@@H](C)C2CCNCC2)C2=NNC(O2)=O 5-{9-Fluoro-5-[(1S)-1-(piperidin-4-yl)ethyl]-2,3,4,5-tetrahydro-1,5-benzoxazepine-7-Yl}-1,3,4-oxadiazol-2(3H)-one